N[C@H]1CN(CCC1)C(=O)C1=CC2=C(N(C(=N2)C2=CC=3C(=NC(=CC3)N(S(=O)(=O)C)C3CC3)N2CC2CC2)C)C(=C1)OC (R)-N-(2-(5-(3-aminopiperidine-1-carbonyl)-7-methoxy-1-methyl-1H-benzo[d]imidazol-2-yl)-1-(cyclopropylmethyl)-1H-pyrrolo[2,3-b]pyridin-6-yl)-N-cyclopropylmethanesulfonamide